NC1=CC=C(C(=N1)C1=C(C=C2C(=NC=NC2=C1)N1CC(N(CC1)C(C(=C)F)=O)C#N)Cl)C(F)(F)F 4-(7-(6-amino-3-(trifluoromethyl)pyridin-2-yl)-6-chloroquinazolin-4-yl)-1-(2-fluoroacryloyl)piperazine-2-carbonitrile